rac-7-{5-[(3AS,6AS)-3A-ISOPROPYL-6A-METHYL-DIHYDRO-4H-CYCLOPENTA[D][1,3,2]DIOXABOROL-2-YL]-4-METHOXY-2-(PYRAZOL-1-YL)PHENYL}CINNOLIN-4-AMINE C(C)(C)[C@@]12[C@@](OB(O1)C=1C(=CC(=C(C1)C1=CC=C3C(=CN=NC3=C1)N)N1N=CC=C1)OC)(CCC2)C |r|